CC1=C(C=CC=C1)N=C(C)C1=NC=CC=C1 2-[1-(2-methylphenylimino)ethyl]pyridine